Cl.FC=1C(=NC=CC1)C1=CN=C(S1)C(=O)N1CCNCC1 (5-(3-fluoropyridin-2-yl)thiazol-2-yl)(piperazin-1-yl)methanone hydrochloride